(2S)-2-[[(3R)-5-chloro-3-ethyl-8-hydroxy-1-oxo-3,4-dihydroisochromene-7-carbonyl]amino]-3-phenylpropanoic acid ClC1=C2C[C@H](OC(C2=C(C(=C1)C(=O)N[C@H](C(=O)O)CC1=CC=CC=C1)O)=O)CC